6-chloro-N-(4-(((6-chloro-3,4-dihydro-2H-benzo[b][1,4]oxazin-2-yl)methyl)carbamoyl)piperidin-1-yl)quinoline-2-carboxamide ClC=1C=C2C=CC(=NC2=CC1)C(=O)NN1CCC(CC1)C(NCC1CNC2=C(O1)C=CC(=C2)Cl)=O